C(C)(C)(C)C1=NN(C=N1)C1=C(C=C(C=N1)C(=O)N1CCN(CC1)C=1OC=2C(=NC(=CC2)C)N1)C [6-(3-tert-butyl-1,2,4-triazol-1-yl)-5-methyl-3-pyridyl]-[4-(5-methyloxazolo[4,5-b]pyridin-2-yl)piperazin-1-yl]methanone